7-amino-4-(1-methyl-1H-indazol-6-yl)-2-[2-(1,3-oxazol-2-yl)prop-2-en-1-yl]-2,3-dihydro-1H-isoindol-1-one NC=1C=CC(=C2CN(C(C12)=O)CC(=C)C=1OC=CN1)C1=CC=C2C=NN(C2=C1)C